OC(O)NC(N(C=C)CC(O)O)=O dihydroxymethyl-dihydroxyethyl-vinyl-urea